tert-Butyl (S)-(5-hydroxy-2-(2-(hydroxymethyl)piperidine-1-carbonyl)-4-methoxyphenyl)carbamate OC=1C(=CC(=C(C1)NC(OC(C)(C)C)=O)C(=O)N1[C@@H](CCCC1)CO)OC